FC1=C(C=CC=C1F)N1C=C(C(C2=CC(=C(C=C12)N1[C@H](CCC1)COC1=NC=CC=C1)F)=O)C(=O)O (R)-1-(2,3-difluorophenyl)-6-fluoro-4-oxo-7-(2-((pyridin-2-yloxy)methyl)pyrrolidin-1-yl)-1,4-dihydroquinoline-3-carboxylic acid